Ethyl 1-(3-methoxyphenyl)-3,5-dimethyl-1H-pyrazole-4-carboxylate COC=1C=C(C=CC1)N1N=C(C(=C1C)C(=O)OCC)C